C1(=CC=CC=C1)P(C1=CC=CC=C1)CC1=C(C=CC=C1)C1=C(C=CC=C1)CP(C1=CC=CC=C1)C1=CC=CC=C1 2,2'-bis((diphenylphosphino)methyl)-1,1'-biphenyl